CS(=O)(=O)NC=1C=C(C=CC1)C1=NN2C(=NC=3C=CC=CC3C2=N1)NC=1C(N=CC=CC1)=O (3R)-3-({2-[3-(methanesulfonamido)phenyl][1,2,4]triazolo[1,5-c]quinazolin-5-yl}amino)azepin-2-one